C(C1=CC=CC=C1)N1N=CC(=C1)C(=O)N1CC2(CN(C2)C(=O)[C@@H]2C(C2)(C)C)C(C1)C=1OC[C@H](N1)C(=O)OC methyl (4S)-2-(6-(1-benzyl-1H-pyrazole-4-carbonyl)-2-((S)-2,2-dimethyl cyclopropane-1-carbonyl)-2,6-diazaspiro[3.4]octan-8-yl)-4,5-dihydrooxazole-4-carboxylate